ClC1=NC=2C=C(C=CC2C2=C1C=NN2C)C(=O)OC methyl 4-chloro-1-methyl-1H-pyrazolo[4,3-c]quinoline-7-carboxylate